1,2,3,4,5-Pentafluoro-6-(((4-methyl-2-nitrobenzyl)oxy)methyl)benzene FC1=C(C(=C(C(=C1COCC1=C(C=C(C=C1)C)[N+](=O)[O-])F)F)F)F